ClC1=C(C(=NC(=N1)C)N)I 6-chloro-5-iodo-2-methyl-4-pyrimidinamine